C12(CC(C1)C2)NS(=O)(=O)C=2C=C1C(N(C(NC1=CC2)=O)C/C=C/C(=O)O)=O (2E)-4-[6-({bicyclo[1.1.1]pent-1-yl}sulfamoyl)-2,4-dioxo-1H-quinazolin-3-yl]but-2-enoic acid